5-amino-4-bromo-6-[1-methyl-5-(trifluoromethyl)benzimidazol-2-yl]pyridin-2-carboxamide NC=1C(=CC(=NC1C1=NC2=C(N1C)C=CC(=C2)C(F)(F)F)C(=O)N)Br